NC(CC1N(CCN(C1)C(=O)OCC1=CC=CC=C1)C(=O)OCC1=CC=CC=C1)=O Dibenzyl 2-(2-amino-2-oxoethyl)piperazine-1,4-dicarboxylate